(E)-sodium 2-methyl-3-phenylacrylate CC(C(=O)[O-])=CC1=CC=CC=C1.[Na+]